(R)-(4-(4-fluorobenzoyl)-3-methylpiperazin-1-yl)(3-methyl-1,2,4-thiadiazol-5-yl)methanone FC1=CC=C(C(=O)N2[C@@H](CN(CC2)C(=O)C2=NC(=NS2)C)C)C=C1